1-(3-chloro-5-isopropylisoquinolin-8-yl)-N-methylazetidine-3-amine ClC=1N=CC2=C(C=CC(=C2C1)C(C)C)N1CC(C1)NC